tert-butyl ((3R,5R)-1-(2-(1-(cyclopropylmethyl)-7-((5-oxopyrrolidin-3-yl)methoxy)-1H-indol-2-yl)-3-(2-hydroxyethyl)-4-methoxybenzofuran-6-carbonyl)-5-fluoropiperidin-3-yl)carbamate C1(CC1)CN1C(=CC2=CC=CC(=C12)OCC1CNC(C1)=O)C=1OC2=C(C1CCO)C(=CC(=C2)C(=O)N2C[C@@H](C[C@H](C2)F)NC(OC(C)(C)C)=O)OC